1,3λ2-oxazinan-2-one O1C([N]CCC1)=O